CN1N=CC(=C1)C(=O)NC=1C=C(C=CC1)N1N=NC(=C1)C=1C=C(C(=O)O)C=CN1 2-(1-(3-(1-methyl-1H-pyrazole-4-carboxamido)phenyl)-1H-1,2,3-triazole-4-yl)isonicotinic acid